hydroxy-3,5-dimethylbenzimidamide OC1=C(C(N)=N)C=C(C=C1C)C